C(C)(C)(C)OC(=O)N1CC2=CC=C(C=C2CC1)C=1C(=NC(=C(C1)C=1C=C2CCNC(C2=CC1F)=O)N)F.C12(CCC(CC1)C2)C norbornyl-methane tert-butyl-6-(6-amino-2-fluoro-5-(7-fluoro-1-oxo-1,2,3,4-tetrahydroisoquinolin-6-yl)pyridin-3-yl)-3,4-dihydroisoquinoline-2(1H)-carboxylate